ClC1=CC=C(C=N1)CCO 2-(6-Chloropyridin-3-yl)ethan-1-ol